C(C=C)(=O)N1[C@@H](COCC1)C (2R,3R)-4-acryloyl-3-methylmorpholin